N-[(5-acetamido-2-methoxy-phenyl)methyl]-2-morpholino-acetamide C(C)(=O)NC=1C=CC(=C(C1)CNC(CN1CCOCC1)=O)OC